imidazolium persulfate S(=O)(=O)([O-])OOS(=O)(=O)[O-].N1C=[NH+]C=C1.N1C=[NH+]C=C1